COC=1C=C(C=CC1)C=1C=NC=CC1 3-(3-methoxyphenyl)pyridine